isopropyl cis-2-((6-isopropylpyridin-2-yl)methyl)-3-((methylsulfonyl)amino)piperidine-1-carboxylate C(C)(C)C1=CC=CC(=N1)C[C@@H]1N(CCC[C@@H]1NS(=O)(=O)C)C(=O)OC(C)C